CN(CCOC1=CC=C(C=C1)[C@@H]1NC[C@H](CC1)C)C N,N-dimethyl-2-(4-((2R,5S)-5-methylpiperidin-2-yl)phenoxy)ethanamine